1,3,5-tris(3,5-di-tert-butyl-4-hydroxybenzyl)benzene methyl-(2S,3R)-1-[(2S)-2-(tert-butoxycarbonylamino)-3,3-dimethyl-butanoyl]-3-methoxy-pyrrolidine-2-carboxylate COC(=O)[C@H]1N(CC[C@H]1OC)C([C@H](C(C)(C)C)NC(=O)OC(C)(C)C)=O.C(C)(C)(C)C=1C=C(CC2=CC(=CC(=C2)CC2=CC(=C(C(=C2)C(C)(C)C)O)C(C)(C)C)CC2=CC(=C(C(=C2)C(C)(C)C)O)C(C)(C)C)C=C(C1O)C(C)(C)C